(R)-1-(3-(3-Ethyl-4-cyclopropylformyl-piperazine-1-carbonyl)-4-fluorobenzyl)quinazoline-2,4(1H,3H)-dione C(C)[C@@H]1CN(CCN1C(=O)C1CC1)C(=O)C=1C=C(CN2C(NC(C3=CC=CC=C23)=O)=O)C=CC1F